[Cl-].CO[Si](CCC[N+](C)(CCCCCCCCCCC)CCCCCCCCCCC)(OC)OC 3-(trimethoxysilyl)propyl-di-n-undecylmethyl-ammonium chloride